2-[4-[4-(2,6-dioxo-3-piperidyl)-2-fluorosulfonyloxy-phenyl]-1-piperidyl]acetic acid O=C1NC(CCC1C1=CC(=C(C=C1)C1CCN(CC1)CC(=O)O)OS(=O)(=O)F)=O